C(C)C1=CC=C(C=C1)C=1NC(=NN1)SC(C(=O)C1=CC(=CC=C1)F)C 2-((5-(4-ethylphenyl)-4H-1,2,4-triazol-3-yl)thio)-1-(3-fluorophenyl)propan-1-one